{4-[2-Isopropyl-7-((R)-1-quinolin-3-yl-ethylamino)-2H-pyrazolo[4,3-d]pyrimidin-5-yl]-piperazin-1-yl}-ethanone C(C)(C)N1N=C2C(N=C(N=C2N[C@H](C)C=2C=NC3=CC=CC=C3C2)N2CCN(CC2)C(C)=O)=C1